4-(3-fluorophenyl)-3-hydroxy-1-(5-(isopropylsulfanyl)-4-(4-(trifluoromethyl)phenyl)thiazol-2-yl)-1H-pyrazole-5-carboxylic acid FC=1C=C(C=CC1)C=1C(=NN(C1C(=O)O)C=1SC(=C(N1)C1=CC=C(C=C1)C(F)(F)F)SC(C)C)O